COC1=C(C=CC(=C1)OC)C1=NC2=C(N1C(C(=O)O)CC(C)C)C=CC=C2 2-[2-(2,4-dimethoxy-phenyl)-benzimidazol-1-yl]-4-methyl-pentanoic acid